OC[C@H]1O[C@H]([C@@H]([C@@H]1O)O)N1C2=NC=NC(=C2N=C1)N[C@H]1COCC1 (2R,3S,4R,5R)-2-(hydroxymethyl)-5-[6-[[(3R)-oxolan-3-yl]amino]purin-9-yl]oxolane-3,4-diol